(S)-2-((2S,3R)-3-((tert-butoxycarbonyl)amino)-4-(4-chlorophenyl)-2-hydroxybutanamido)-2-(3-(trifluoromethoxy)phenyl)acetic acid C(C)(C)(C)OC(=O)N[C@@H]([C@@H](C(=O)N[C@H](C(=O)O)C1=CC(=CC=C1)OC(F)(F)F)O)CC1=CC=C(C=C1)Cl